CNC1CCN(CC1)C=O [4-(methylamino)piperidin-1-yl]methanone